N-(pyrazolo[1,5-a]pyridin-2-ylmethyl)-1-(pyrimidin-2-yl)ethane-1-amine N1=C(C=C2N1C=CC=C2)CNC(C)C2=NC=CC=N2